[Cl-].C1(=C(C(=CC(=C1)C)C)[N+]=1N=C2N(C1)CCC2)C 2-mesityl-6,7-dihydro-5H-pyrrolo[2,1-c][1,2,4]triazol-2-ium chloride